C(CC)NC1=NC=CC=N1 2-(propylamino)pyrimidin